2-(di-n-butylphosphino)ethane-1-sulfonic acid C(CCC)P(CCS(=O)(=O)O)CCCC